5-[(3R)-3-(2,2-dimethylchroman-6-yl)-3,5-dimethyl-2-oxo-indolin-1-yl]-2-methyl-benzoic acid CC1(OC2=CC=C(C=C2CC1)[C@]1(C(N(C2=CC=C(C=C12)C)C=1C=CC(=C(C(=O)O)C1)C)=O)C)C